C(C)(C)(C)NC1=CC(=C2C(=N1)C=C(S2)C2=CC=NN2C2OCCCC2)NCC(F)F N5-(tert-butyl)-N7-(2,2-difluoroethyl)-2-(1-(tetrahydro-2H-pyran-2-yl)-1H-pyrazol-5-yl)thieno[3,2-b]pyridine-5,7-diamine